OC1(CC(C1)C1=NOC(=N1)CN1C=NC2=C(C1=O)C(=CN=C2)C)C2=CC1=CC=CC=C1C=C2 3-((3-((1s,3s)-3-hydroxy-3-(naphthalen-2-yl)cyclobutyl)-1,2,4-oxadiazol-5-yl)methyl)-5-methylpyrido[3,4-d]pyrimidin-4(3H)-one